3-(4-(4-(4-amino-3-(4-amino-3-(4-phenoxyphenyl)-1H-pyrazolo[3,4-d]pyrimidine-1-yl)cyclohexyl)piperazin-1-yl)azetidin-1-yl)pyridinecarboxylic acid NC1C(CC(CC1)N1CCN(CC1)C1CCN1C=1C(=NC=CC1)C(=O)O)N1N=C(C=2C1=NC=NC2N)C2=CC=C(C=C2)OC2=CC=CC=C2